OC1=C(C=CC(=C1)N(C)C)N1N=C2C(=N1)C=CC(=C2)C(=O)OCCCC 2-(2-hydroxy-4-dimethylaminophenyl)-5-butoxycarbonyl-2H-benzotriazole